C(N)(OCC1=CC=C(C=C1)Br)=O p-bromobenzyl carbamate